di-tert-amyl-diphenylamine C(C)(C)(CC)C=1C(=C(C=CC1)NC1=CC=CC=C1)C(C)(C)CC